CN1C=NC2=C(C1=O)C(=NC=C2C2=CC=C(C=C2)C(F)(F)F)NC=CC(=O)N 3-((3-methyl-4-oxo-8-(4-(trifluoromethyl)phenyl)-3,4-dihydropyrido[4,3-d]pyrimidin-5-yl)amino)propenamide